C(#N)C1C[C@@H](N(CC1)C(=O)OC(C)(C)C)C tert-butyl (2S)-4-cyano-2-methyl-piperidine-1-carboxylate